O=C1C2=C(N=CN1)N(C=C2)CC2=CC=C(C=C2)B(O)O (4-((4-oxo-3,4-dihydro-7H-pyrrolo[2,3-d]pyrimidin-7-yl)methyl)phenyl)boronic acid